(9H-fluoren-9-yl)methyl (1S,4R)-1-(3,4-dichlorophenyl)-2-oxa-5-azabicyclo[2.2.1]heptane-5-carboxylate ClC=1C=C(C=CC1Cl)[C@]12OC[C@H](N(C1)C(=O)OCC1C3=CC=CC=C3C=3C=CC=CC13)C2